OC(CN1CSC(=C1C)COC=1C=CC2=C(C=C(O2)C)C1)(C)C N-(2-hydroxy-2-methylpropyl)-2-methyl-5-((4-methylthiazol-5-yl)methoxy)benzofuran